C(C)[C@@H]1[C@@H](CN(C1)C(CCC(F)(F)F)=O)NC1=C2C(=NC=C1CC#N)N(C=C2)S(=O)(=O)C2=CC=CC=C2 4-(((cis)-4-ethyl-1-(4,4,4-trifluorobutyryl)pyrrolidin-3-yl)amino)-1-(benzenesulfonyl)-1H-pyrrolo[2,3-b]pyridin-5-acetonitrile